2-methylpyrido[4,3-d]Pyrimidin CC=1N=CC2=C(N1)C=CN=C2